Ethyl 2-((4-((S)-2-(4-chloro-2-fluorophenyl)-2-methylbenzo[d][1,3]dioxol-4-yl) piperidin-1-yl) methyl)-1-(((S)-oxetan-2-yl) methyl)-4-(trifluoromethyl)-1H-imidazole-5-carboxylate ClC1=CC(=C(C=C1)[C@@]1(OC2=C(O1)C=CC=C2C2CCN(CC2)CC=2N(C(=C(N2)C(F)(F)F)C(=O)OCC)C[C@H]2OCC2)C)F